2-acetyl-5-butyl-1'-methyl-2H-spiro[benzo[d]isothiazole-3,3'-pyrrolidine]-2',5'-dione 1,1-dioxide C(C)(=O)N1S(C2=C(C=C(C=C2)CCCC)C12C(N(C(C2)=O)C)=O)(=O)=O